3-Methyl-5-(N-(4-(tert-butyl)benzyl)-N-phenethylsulfamoyl)benzofuran-2-carboxylic acid ethyl ester C(C)OC(=O)C=1OC2=C(C1C)C=C(C=C2)S(N(CCC2=CC=CC=C2)CC2=CC=C(C=C2)C(C)(C)C)(=O)=O